4-[2-[2-[2-[2-[2-[2-(2-aminoethoxy)ethoxy]ethoxy]ethoxy]ethoxy]ethoxy]ethoxy]-N-[3-(3-chloro-4-cyano-phenoxy)-2,2,4,4-tetramethyl-cyclobutyl]benzamide NCCOCCOCCOCCOCCOCCOCCOC1=CC=C(C(=O)NC2C(C(C2(C)C)OC2=CC(=C(C=C2)C#N)Cl)(C)C)C=C1